3-(1'-((5-(benzyloxy)pyridin-2-yl)methyl)-6-oxo-6,8-dihydro-2H,7H-spiro[furo[2,3-e]isoindole-3,4'-piperidin]-7-yl)piperidine-2,6-dione C(C1=CC=CC=C1)OC=1C=CC(=NC1)CN1CCC2(CC1)COC1=C3CN(C(C3=CC=C12)=O)C1C(NC(CC1)=O)=O